CC1=NOC(=C1C(=O)N[C@H](C(=O)O)CNC(CNC(C1=CC(=CC=C1)NC(=N)N)=O)=O)C (S)-2-(3,5-dimethylisoxazole-4-carboxamido)-3-(2-(3-guanidinobenzoylamino)acetamido)propionic acid